7-(4-(1,4-dimethyl-1H-imidazol-2-yl)benzyl)-2-(2-isopropylphenyl)thieno[3,2-d]pyrimidine CN1C(=NC(=C1)C)C1=CC=C(CC2=CSC3=C2N=C(N=C3)C3=C(C=CC=C3)C(C)C)C=C1